FC(C=1N=C(OC1C(=O)N1[C@@H](C2=C(CC1)NC=N2)C2=NN1C(C(=CC=C1)C)=C2)[C@@H](C)O)F (4-(difluoromethyl)-2-((R)-1-hydroxyethyl)oxazol-5-yl)((S)-4-(4-methylpyrazolo[1,5-a]pyridin-2-yl)-6,7-dihydro-1H-imidazo[4,5-c]pyridin-5(4H)-yl)methanone